N[C@@H]1[C@@H](CCCC1)NC(C1=C(C=C(C=C1)NC=1C=2N(C=CN1)C(=CN2)C2=C(C(=C(C=C2)OC)F)F)CC)=O |r| rac-N-((1R,2S)-2-aminocyclohexyl)-4-((3-(2,3-difluoro-4-methoxyphenyl)imidazo[1,2-a]pyrazin-8-yl)amino)-2-ethylbenzamide